ClC1=CC=C(C(=N1)C=1C(=NN(C1)CC(F)(F)F)C)C(C)=O 1-[6-chloro-2-[3-methyl-1-(2,2,2-trifluoroethyl)pyrazol-4-yl]pyridin-3-yl]ethanone